1-(2,4-dichlorophenyl)-3-(1-isopropyl-5-oxopyrrolidin-3-yl)thiourea ClC1=C(C=CC(=C1)Cl)NC(=S)NC1CN(C(C1)=O)C(C)C